ClC=1C=C(C=C(C1OC1=CNC(C(=C1)C(C)C)=O)Cl)NC(C(=O)O)=O ((3,5-dichloro-4-((5-isopropyl-6-oxo-1,6-dihydropyridin-3-yl)oxy)phenyl)amino)-2-oxoacetic acid